C1=CC=CC=2OC3=CC=CC=C3N(C12)CCCNS(=O)(=O)C1=CC=C(C=C1)OC(F)(F)F N-(3-(10H-phenoxazin-10-yl)propyl)-4-(trifluoromethoxy)benzenesulfonamide